3-(dimethylamino)-N-(3-(2-(4-(4-ethoxy-6-oxo-1H-pyridin-3-yl)-2-fluorophenyl)acetamido)-5-(trifluoromethyl)phenyl)propenamide CN(C=CC(=O)NC1=CC(=CC(=C1)C(F)(F)F)NC(CC1=C(C=C(C=C1)C1=CNC(C=C1OCC)=O)F)=O)C